methyl (R)-2-hydroxy-2-((R)-2-((R)-3-methyl-1-((S)-3-phenyl-2-(pyrazine-2-carboxamido)propanamido) butyl)-5-oxo-1,3,2-dioxaborolan-4-yl)acetate O[C@@H](C(=O)OC)[C@H]1OB(OC1=O)[C@H](CC(C)C)NC([C@H](CC1=CC=CC=C1)NC(=O)C1=NC=CN=C1)=O